NCC1CCC(CC1)C(N[C@H](C(NCCCC[C@H](NC(N[C@@H](CCC(=O)OC(C)(C)C)C(=O)OC(C)(C)C)=O)C(=O)OC(C)(C)C)=O)CC1=CC=C(C=C1)F)=O tri-tert-butyl (3S,10S,14S)-1-[(1r,4S)-4-(aminomethyl)cyclohexyl]-3-[(4-fluorophenyl)methyl]-1,4,12-trioxo-2,5,11,13-tetraazahexadecane-10,14,16-tricarboxylate